tert-butyl N-[(1R)-2-[4-[[tert-butyl(diphenyl)silyl] oxymethyl] cyclohexoxy]-1-deuterio-1-methyl-ethyl]carbamate [Si](C1=CC=CC=C1)(C1=CC=CC=C1)(C(C)(C)C)OCC1CCC(CC1)OC[C@](C)([2H])NC(OC(C)(C)C)=O